FC(C(C1=CC(=C(C=C1)[N+](=O)[O-])OC)N1CCOCC1)(F)F 4-(2,2,2-trifluoro-1-(3-methoxy-4-nitrophenyl)ethyl)morpholine